2-amino-4-bromo-5-chloro-3,6-difluorobenzamide NC1=C(C(=O)N)C(=C(C(=C1F)Br)Cl)F